C1(CC1)C=1C=C(N(N1)C)OC=1C=C(C#N)C=CC1C=1N=NC(=CC1)OCCN(C)C 3-(5-cyclopropyl-2-methylpyrazol-3-yl)oxy-4-[6-[2-(dimethylamino)ethoxy]pyridazin-3-yl]benzonitrile